4-((4-(4-(2-Chloro-3-ethylphenyl)piperazin-1-yl)butyl)amino)-N,N-dimethyl-2,2-diphenylbutanamide ClC1=C(C=CC=C1CC)N1CCN(CC1)CCCCNCCC(C(=O)N(C)C)(C1=CC=CC=C1)C1=CC=CC=C1